Methyl (S)-2-(2,6-difluoro-4-(((R)-1,1,1-trifluorobutan-2-yl)amino)benzamido)-3-(5-(4,4,5,5-tetramethyl-1,3,2-dioxaborolan-2-yl)quinolin-8-yl)propanoate FC1=C(C(=O)N[C@H](C(=O)OC)CC=2C=CC(=C3C=CC=NC23)B2OC(C(O2)(C)C)(C)C)C(=CC(=C1)N[C@@H](C(F)(F)F)CC)F